(S)-4-Cyano-N-(1-(3-(3-fluoro-4-hydroxyphenyl)-1,2,4-oxadiazol-5-yl)-2-hydroxyethyl)benzamid C(#N)C1=CC=C(C(=O)N[C@@H](CO)C2=NC(=NO2)C2=CC(=C(C=C2)O)F)C=C1